4-cyclohexyl-3,5-dimethoxybenzylphosphonate C1(CCCCC1)C1=C(C=C(CP([O-])([O-])=O)C=C1OC)OC